C(=C)(C)C1=NC(=CN=C1C)C 2-isopropenyl-3,6-dimethylpyrazine